(Z)-octadeca-9-en CCCCCCCC\C=C/CCCCCCCC